3-chloro-9-(4-(difluoromethyl)phenyl)-2-methyl-7-(2-(1-methyl-1H-pyrazol-4-yl)tetrahydro-2H-pyran-4-yl)-4H-pyrazino[1,2-a]pyrimidin-4-one ClC1=C(N=C2N(C1=O)C=C(N=C2C2=CC=C(C=C2)C(F)F)C2CC(OCC2)C=2C=NN(C2)C)C